Cl.N[C@@H](C(=O)N[C@@H](CCCC1=CC=CC=C1)B1OC(C(O1)(C)C)(C)C)CC(=O)N1CCOCC1 (2R)-2-amino-4-morpholino-4-oxo-N-[(1R)-4-phenyl-1-(4,4,5,5-tetramethyl-1,3,2-dioxaborolan-2-yl)butyl]butanamide hydrochloride